N2-(6-chloropyridin-3-yl)-N4-isopropyl-6-phenyl-1,3,5-triazine-2,4-diamine ClC1=CC=C(C=N1)NC1=NC(=NC(=N1)NC(C)C)C1=CC=CC=C1